4-(2-Methoxy-4-(prop-1-yn-1-yl)phenyl)pyrazolo[1,5-d][1,2,4]triazin-7-ol COC1=C(C=CC(=C1)C#CC)C=1C=2N(C(=NN1)O)N=CC2